(2R)-4-methylpent-4-en-2-ol CC(C[C@@H](C)O)=C